N-(8-(difluoromethyl)-2-methylimidazo[1,2-a]pyridin-6-yl)-4-(4,7-diazaspiro[2.5]octan-7-yl)-2,3-dihydro-1H-pyrrolo[2,3-b]pyridine-1-carboxamide 2,2,2-trifluoroacetate FC(C(=O)O)(F)F.FC(C=1C=2N(C=C(C1)NC(=O)N1CCC=3C1=NC=CC3N3CCNC1(CC1)C3)C=C(N2)C)F